NC1=C(C(=NN1CC(=O)N1C[C@@]2(CCC1)C1=C(NC(O2)=O)C=CC(=C1F)Cl)C1=NC=CC=C1F)Cl (R)-1'-(2-(5-Amino-4-chloro-3-(3-fluoropyridin-2-yl)-1H-pyrazol-1-yl)acetyl)-6-chloro-5-fluorospiro[benzo[d][1,3]oxazine-4,3'-piperidin]-2(1H)-one